Ethyl (S)-3-(((R)-tert-butylsulfinyl)amino)-3-(5-cyclopropyl-2,4,4'-trifluoro-2',6'-dimethyl-[1,1'-biphenyl]-3-yl)propanoate C(C)(C)(C)[S@@](=O)N[C@@H](CC(=O)OCC)C=1C(=C(C=C(C1F)C1CC1)C1=C(C=C(C=C1C)F)C)F